(R)-N-(4-methoxy-3-(((1r,4R)-4-(trifluoromethyl)cyclohexyl)oxy)phenyl)-1-methyl-5-oxopyrrolidine-2-carboxamide COC1=C(C=C(C=C1)NC(=O)[C@@H]1N(C(CC1)=O)C)OC1CCC(CC1)C(F)(F)F